C(C)(C)(C)OC(=O)N1[C@H](CN([C@@H](C1)C)C(C)C1=C(C=C(C=C1)F)Br)C (2s,5r)-4-(1-(2-bromo-4-fluorophenyl)ethyl)-2,5-dimethylpiperazine-1-carboxylic acid tert-butyl ester